BrC=1C(=C(OCCC(C(=O)C2=CC=C(C=C2)F)F)C(=CC1)F)F 4-(3-bromo-2,6-difluorophenoxy)-2-fluoro-1-(4-fluorophenyl)butan-1-one